NN1CCCC1 1-amino-tetrahydropyrrole